3-hydroxymethylcoumarin OCC=1C(OC2=CC=CC=C2C1)=O